tert-butyl 4-((4-([1,2,4]triazolo[1,5-a]pyridin-7-yloxy)-3-methylphenyl)amino)-7,8,11,12-tetrahydro-6,10-methanopyrimido[4',5':5,6]pyrido[3,2-b][1,4,7]oxadiazecine-9(10H)-carboxylate N=1C=NN2C1C=C(C=C2)OC2=C(C=C(C=C2)NC2=NC=NC1=CC=3OCCC4N(CCN(C3N=C12)C4)C(=O)OC(C)(C)C)C